5-phenyl-2-(4,4,5,5-tetramethyl-1,3,2-dioxaborolan-2-yl)benzaldehyde C1(=CC=CC=C1)C=1C=CC(=C(C=O)C1)B1OC(C(O1)(C)C)(C)C